C1OCCC2=CC(=CC=C12)C=1N(C=C(N1)C(F)(F)F)C(C)C 2-(isochroman-6-yl)-1-isopropyl-4-(trifluoromethyl)-1H-imidazole